FC=1C=C(C(=NC1)C=1C=C(SC1C)C(=O)N)OCC1=CC(=CC(=C1)C(C)(C)O)F 4-(5-fluoro-3-{[3-fluoro-5-(2-hydroxypropan-2-yl)phenyl]methoxy}pyridin-2-yl)-5-methylthiophene-2-carboxamide